O1CCOC12CCNCC2 1,4-dioxa-8-azaspiro[4.5]decan